1-spiro[3.3]hept-2-yl-3-[2-(2,2,2-trifluoro-ethoxy)-pyrimidin-4-ylmethyl]-urea C1C(CC12CCC2)NC(=O)NCC2=NC(=NC=C2)OCC(F)(F)F